ClC1=C(C=C2C=C(N=CC2=C1)NC(=O)[C@@H]1[C@H](C1)C=1SC(=CC1)C)C1CCN(CC1)[C@@]1(COC[C@@H]1O)C (1S,2S)-N-(7-chloro-6-(1-((3R,4R)-4-hydroxy-3-methyltetrahydrofuran-3-yl)piperidin-4-yl)isoquinolin-3-yl)-2-(5-methylthiophen-2-yl)cyclopropane-1-carboxamide